C(C1=CC=CC=C1)C=1NC(=NN1)C(=O)N[C@@H]1C(NC2=C(OC1)N(N=C2)C(C)C)=O (S)-5-benzyl-N-(1-isopropyl-5-oxo-4,5,6,7-tetrahydro-1H-pyrazolo[3,4-b][1,4]oxazepin-6-yl)-4H-1,2,4-triazole-3-carboxamide